1-(3-chlorophenyl)-3-(6-nitrobenzo[d]thiazol-2-yl)urea ClC=1C=C(C=CC1)NC(=O)NC=1SC2=C(N1)C=CC(=C2)[N+](=O)[O-]